4-(Phenoxymethyl)-N-[2-(pyridin-3-yl)-1,3-benzoxazol-5-yl]benzamide O(C1=CC=CC=C1)CC1=CC=C(C(=O)NC=2C=CC3=C(N=C(O3)C=3C=NC=CC3)C2)C=C1